1-(2-fluoro-5-(trifluoromethyl)phenyl)ethan-1-one FC1=C(C=C(C=C1)C(F)(F)F)C(C)=O